(S)-(2-(5-(4-cyclopropylpiperazin-1-yl)-2-(1-methoxyethyl)pyridin-3-yl)-1-ethyl-3-(3-hydroxy-2,2-dimethylpropyl)-1H-indol-5-yl)boronic acid C1(CC1)N1CCN(CC1)C=1C=C(C(=NC1)[C@H](C)OC)C=1N(C2=CC=C(C=C2C1CC(CO)(C)C)B(O)O)CC